CN(CCNC1=CN=CC=N1)C 6-((2-(dimethylamino)ethyl)amino)pyrazin